[C@@H]12N(C[C@@H](NC1)C2)C=2C=CC=1N(C(C=C(N1)C1=NN3C(C(=NC(=C3)C)C)=C1)=O)C2 7-[(1S,4S)-2,5-diazabicyclo[2.2.1]hept-2-yl]-2-(4,6-dimethylpyrazolo[1,5-a]pyrazin-2-yl)-4H-pyrido[1,2-a]pyrimidin-4-one